3-bromo-2-[[(3R,5R)-5-[4-[3-[tert-butyl(dimethyl)silyl]oxypropoxy]phenyl]-1-methyl-3-piperidyl]amino]pyrido[1,2-a]pyrimidin-4-one BrC1=C(N=C2N(C1=O)C=CC=C2)N[C@H]2CN(C[C@H](C2)C2=CC=C(C=C2)OCCCO[Si](C)(C)C(C)(C)C)C